NC(C[N+]1(CCC(CC1)C(=O)N1CCN(CC1)C(=O)C1=C(C=C(C=C1)NC(=O)C=1N(C(=CN1)C1=C(C(=C(C=C1)OC)F)F)C)Cl)C)=O N-[4-[4-[1-(2-amino-2-oxo-ethyl)-1-methyl-piperidin-1-ium-4-carbonyl]piperazine-1-carbonyl]-3-chloro-phenyl]-5-(2,3-difluoro-4-methoxy-phenyl)-1-methyl-imidazole-2-carboxamide